ClC=1C(=C(CN2C(CC(CC2)(C(=O)O)CC2=NC(=CC=C2F)NC=2SC(=CN2)C)C(F)(F)F)C=CC1)F 1-(3-chloro-2-fluorobenzyl)-4-((3-fluoro-6-(5-methylthiazol-2-ylamino)pyridin-2-yl)methyl)-2-(trifluoromethyl)piperidine-4-carboxylic acid